ethyl 7-(2-fluoro-6-methoxyphenyl)-3-methylimidazo(1,5-a)pyridine-6-carboxylate FC1=C(C(=CC=C1)OC)C1=CC=2N(C=C1C(=O)OCC)C(=NC2)C